BrC1=C(C(=C2C(OC3=C2C(=C(C=C3[2H])[2H])[2H])=C1[2H])[2H])[2H] 3-bromodibenzo[b,d]furan-1,2,4,6,8,9-d6